C1(CC1)CC(C1=CC=CC=C1)C1=CC=CC=C1 (2-cyclopropylethane-1,1-diyl)dibenzene